2-piperidinebutanol N1C(CCCC1)CCCCO